calcium p-toluate C1(=CC=C(C=C1)C(=O)[O-])C.[Ca+2].C1(=CC=C(C=C1)C(=O)[O-])C